(2S,4R)-N-[(2-chloro-4-ethylphenyl)methyl]-4-hydroxypyrrolidine-2-carboxamide ClC1=C(C=CC(=C1)CC)CNC(=O)[C@H]1NC[C@@H](C1)O